2-[(3S)-1-{2-ethyl-6-[5-(hydroxymethyl)-1-methyl-1H-1,2,3-triazol-4-yl]pyridin-3-yl}pyrrolidin-3-yl]acetic acid methyl ester COC(C[C@H]1CN(CC1)C=1C(=NC(=CC1)C=1N=NN(C1CO)C)CC)=O